(S)-7-(methoxymethyl)-2-(1H-pyrazol-4-yl)-8-((2-(trimethylsilyl)ethoxy)methyl)-4,5,7,8-tetrahydro-3-oxa-1-thia-5a,8-diazabenzo[cd]azulen-9(6H)-one COC[C@@H]1CN2C=3C(=C(SC3C(N1COCC[Si](C)(C)C)=O)C=1C=NNC1)OCC2